(2R,4aS,4bR,6aS,7R,7aS,8aR,8bR,8cR,10aR)-7-((2S,3S)-4-fluoro-3-hydroxybutan-2-yl)-6a-methyl-2-(trifluoromethyl)octadecahydrocyclopropa[4,5]cyclopenta[1,2-a]phenanthren-2-ol FC[C@H]([C@@H](C)[C@H]1[C@@H]2[C@H]([C@@H]3[C@@]1(CC[C@@H]1[C@H]4CC[C@](C[C@H]4CC[C@@H]31)(O)C(F)(F)F)C)C2)O